(6bR,10aS)-3-methyl-2,3,6b,7,8,9,10,10a-octahydro-1H-pyrido[3',4':4,5]pyrrolo[1,2,3-de]quinoxaline CN1CCN2C=3C(=CC=CC13)[C@H]1[C@@H]2CCNC1